N-(4-(4-(2-(1-cyanocyclopropyl)acetamido)-1H-indol-1-yl)pyridin-2-yl)cyclopropanecarboxamide tert-butyl-4-[3-(10-borabicyclo[4.3.1]decan-10-yl)propyl]piperazine-1-carboxylate C(C)(C)(C)OC(=O)N1CCN(CC1)CCCB1C2CCCCC1CCC2.C(#N)C2(CC2)CC(=O)NC2=C1C=CN(C1=CC=C2)C2=CC(=NC=C2)NC(=O)C2CC2